5-chloro-N-((1r,4r)-4-((3-(3-fluorophenyl)-2-oxo-2,3-dihydro-1H-benzo[d]imidazol-1-yl)methyl)cyclohexyl)-2-methylnicotinamide ClC=1C=NC(=C(C(=O)NC2CCC(CC2)CN2C(N(C3=C2C=CC=C3)C3=CC(=CC=C3)F)=O)C1)C